(R)-4-((4-cyclobutylphenyl)amino)-2-(2-methylmorpholino)furo[3,4-d]pyrimidin-7(5H)-one C1(CCC1)C1=CC=C(C=C1)NC=1C2=C(N=C(N1)N1C[C@H](OCC1)C)C(OC2)=O